Cl.ClC1=NN2C(C=CC(=C2)N2CC3CNCC(C2)O3)=N1 3-(2-chloro-[1,2,4]triazolo[1,5-a]pyridin-6-yl)-9-oxa-3,7-diazabicyclo[3.3.1]nonane hydrochloride